C[C@@H]1CN(CCN1)C1=C(C=NC2=CC=CC=C12)C#N 4-((R)-3-methylpiperazin-1-yl)quinoline-3-carbonitrile